aluminum monophosphite P([O-])([O-])[O-].[Al+3]